1-(4-(3-((4-phenoxyphenyl)amino)-1-((2-(trimethylsilyl)ethoxy)methyl)-1,4,5,6,8-pentaazaacenaphthylen-5(1H)-yl)piperidin-1-yl)prop-2-en-1-one O(C1=CC=CC=C1)C1=CC=C(C=C1)NC=1C2=CN(C=3N=CN=C(N(N1)C1CCN(CC1)C(C=C)=O)C32)COCC[Si](C)(C)C